2-hydroxy-1,2-dimethyl-propanol OC(C(O)C)(C)C